C1(CC1)OC=1C=C(C=CC1)C1=CC(=NN1C=1C=CC=C2C=NN(C12)C)COC(C(=O)OC)(C)C Methyl 2-([5-(3-cyclopropoxyphenyl)-1-(1-methyl-1H-indazol-7-yl)-1H-pyrazol-3-yl]methoxy)-2-methylpropanoate